3-(2,3-dioxoindolin-5-yl)-5-(trifluoromethyl)imidazo[4,5-b]pyridin O=C1NC2=CC=C(C=C2C1=O)N1C=NC=2C1=NC(=CC2)C(F)(F)F